sodium (methyl-sulfonyl)(6-((1-(oxetan-3-yl)-3-(pyridin-2-yl)-1H-pyrazol-4-yl)carbamoyl)-[2,3'-bipyridin]-5'-yl)amide CS(=O)(=O)[N-]C=1C=C(C=NC1)C1=NC(=CC=C1)C(NC=1C(=NN(C1)C1COC1)C1=NC=CC=C1)=O.[Na+]